(4-(trifluoromethyl)phenyl)((R)-3-(((2R,3R,4R,5S)-3,4,5-tris(benzyloxy)-2-methylpiperidin-1-yl)methyl)pyrrolidin-1-yl)methanone FC(C1=CC=C(C=C1)C(=O)N1C[C@H](CC1)CN1[C@@H]([C@H]([C@@H]([C@H](C1)OCC1=CC=CC=C1)OCC1=CC=CC=C1)OCC1=CC=CC=C1)C)(F)F